(S)-(4-(7-fluorobenzo[d]oxazol-2-yl)-6,7-dihydro-1H-imidazo[4,5-c]pyridin-5(4H)-yl)(5-(1-methyl-1H-pyrazol-3-yl)-1,3,4-oxadiazol-2-yl)methanone FC1=CC=CC=2N=C(OC21)[C@H]2N(CCC1=C2N=CN1)C(=O)C=1OC(=NN1)C1=NN(C=C1)C